(1R,3R,5R)-N-(7-methoxy-4-(1-methyl-3-phenyl-1H-pyrazol-4-yl)pyrido[3,2-d]pyrimidin-6-yl)-2-methyl-2-azabicyclo[3.1.0]hexane-3-carboxamide COC1=CC=2N=CN=C(C2N=C1NC(=O)[C@@H]1N([C@@H]2C[C@@H]2C1)C)C=1C(=NN(C1)C)C1=CC=CC=C1